N2-(oxetan-3-yl)-6-(6-(trifluoromethyl)pyridin-2-yl)-N4-(5-(trifluoromethyl)pyridin-3-yl)-1,3,5-triazine-2,4-diamine O1CC(C1)NC1=NC(=NC(=N1)NC=1C=NC=C(C1)C(F)(F)F)C1=NC(=CC=C1)C(F)(F)F